[N+](=O)([O-])C1=CC=C(C2=NON=C21)N2CC(CC2)N 4-nitro-7-(3-aminopyrrolidin-1-yl)-2,1,3-benzoxadiazole